N-{2-[3-(carbamoylamino)phenyl]propan-2-yl}-1-(5-fluoropentyl)-1H-indazole-3-carboxamide C(N)(=O)NC=1C=C(C=CC1)C(C)(C)NC(=O)C1=NN(C2=CC=CC=C12)CCCCCF